(3β)-21-(acetyloxy)-3-hydroxypregn-5-en-20-one C(C)(=O)OCC([C@H]1CC[C@H]2[C@@H]3CC=C4C[C@H](CC[C@]4(C)[C@H]3CC[C@]12C)O)=O